FC1=C(C=C(C=C1)N1CC=NC(=C1)C)N1N=C2N=CC(=CC2=C1)C(C)C N-{4-fluoro-3-[5-(propan-2-yl)-2H-pyrazolo[3,4-b]pyridin-2-yl]phenyl}-5-methylpyrazine